ClC=1C=CC2=C(NC(=N2)CO)C1 (6-chloro-1H-benzo[d]imidazol-2-yl)methanol